4-Chloro-4'-(piperazin-1-yl)-2'-((tetrahydro-1H-pyrrolizin-7a(5H)-yl)methoxy)-2,3,5',8'-tetrahydro-6'H-spiro[indene-1,7'-quinazoline] ClC1=C2CCC3(CCC=4C(=NC(=NC4C3)OCC34CCCN4CCC3)N3CCNCC3)C2=CC=C1